N1=CN=CC(=C1)NC(=O)[C@@H]1CC12CCN(CC2)C(=O)OC(C(F)(F)F)C(F)(F)F |r| 1,1,1,3,3,3-Hexafluoropropan-2-yl (±)-1-(pyrimidin-5-ylcarbamoyl)-6-azaspiro[2.5]octan-6-carboxylat